C(C1=CC=CC=C1)O[C@H]1[C@@H](N(CC1)C(=O)OCC1=CC=CC=C1)COC1CC=C(CC1)C=1C=C2C=NN(C2=CC1OCC(=O)OCC)COCC[Si](C)(C)C benzyl (2S,3R)-3-(benzyloxy)-2-(((4-(6-(2-ethoxy-2-oxoethoxy)-1-((2-(trimethylsilyl)ethoxy)methyl)-1H-indazol-5-yl)cyclohex-3-en-1-yl)oxy)methyl)pyrrolidine-1-carboxylate